C1(CC1)C1=C(C(=NO1)C1=C(C=CC=C1Cl)Cl)C(=O)O[C@H]1[C@@H]2CN([C@H](C1)C2)C2=C(C=C(C=C2)C(NS(=O)(=O)C)=O)F (1S,4S,5R)-2-[2-fluoro-4-(methanesulfonylcarbamoyl) phenyl]-2-azabicyclo[2.2.1]heptan-5-yl 5-cyclopropyl-3-(2,6-dichlorophenyl)-1,2-oxazole-4-carboxylate